2-(1,1-difluoroethyl)-4-(2-methoxyethoxy)pyridine FC(C)(F)C1=NC=CC(=C1)OCCOC